C1(CC1)C1=C(C(=NO1)C1=C(C=CC=C1)OC(F)(F)F)COC1C[C@H]2CC[C@@H](C1)N2C2=NC=C(/C(/N)=N/O)C=C2 (Z)-6-((1R,3R,5S)-3-((5-cyclopropyl-3-(2-(trifluoromethoxy)phenyl)isoxazol-4-yl)methoxy)-8-azabicyclo[3.2.1]octan-8-yl)-N'-hydroxynicotinimidamide